FC1=C(C=C2C=C(N=CC2=C1)NC(OCC1=C(C=CC=C1)C(F)(F)F)=O)C1=C(C2=C(OCCN2)N=C1)C 2-(Trifluoromethyl)benzyl (7-fluoro-6-(8-methyl-2,3-dihydro-1H-pyrido[2,3-b][1,4]oxazin-7-yl)isoquinolin-3-yl)carbamate